N-(1-methylcyclohexyl)-1,1-diphenylmethanimine-15N CC1(CCCCC1)[15N]=C(C1=CC=CC=C1)C1=CC=CC=C1